S1C2=C(C(=C1)C1C(=C(NC(=C1C#N)C)C1CC1)C#N)C=CC=C2 4-(benzo[b]thiophen-3-yl)-2-cyclopropyl-6-methyl-1,4-dihydropyridine-3,5-dinitrile